C1(CC1)N1CCC(CC1)C=1C(=CC2=C(C(C=3NC4=CC(=CC=C4C3C2=O)C#C)(C)C)C1)CC 8-(1-Cyclopropylpiperidin-4-yl)-9-ethyl-3-ethynyl-6,6-dimethyl-5,6-dihydro-11H-benzo[b]carbazole-11-one